ClC=1C=C(C(=O)N[C@@H](C)C2=NC(=NN2C2=NC=C(C=C2)C#N)C(C)C)C=C(C1)SCC(F)(F)F 3-chloro-N-{(1S)-1-[1-(5-cyanopyridin-2-yl)-3-isopropyl-1H-1,2,4-triazol-5-yl]ethyl}-5-[(2,2,2-trifluoroethyl)sulfanyl]benzamide